CC1=C(C(=CC(=C1)OCCCS(=O)(=O)C)C)C1=CC(=CC=C1)COC1=CC2=C([C@@H](CO2)CC(=O)O)C=C1 [(3S)-6-{(2',6'-Dimethyl-4'-[3-(methylsulfonyl)propoxy]-[1,1'-biphenyl]-3-yl)methoxy}-2,3-dihydro-1-benzofuran-3-yl]acetic Acid